1-(4-methoxyphenyl)-2-phenyl-1H-benzo[d]imidazole COC1=CC=C(C=C1)N1C(=NC2=C1C=CC=C2)C2=CC=CC=C2